FC1=C(CC2=C(C=CC=C2)S(=O)(=O)N)C=CC(=C1C=1NC(C=C(N1)C1=NC=C(C=C1)C(F)(F)F)=O)C(F)(F)F (2-fluoro-3-{6-oxo-4-[5-(trifluoromethyl)pyridin-2-yl]-1,6-dihydropyrimidin-2-yl}-4-(trifluoromethyl)benzyl)benzenesulfonamide